2-O-(N-BOC-L-valyl)-4'-nitro-2',5-dichlorosalicylanilide C(=O)(OC(C)(C)C)N[C@@H](C(C)C)C(=O)OC=1C(C(=O)NC2=C(C=C(C=C2)[N+](=O)[O-])Cl)=CC(=CC1)Cl